rac-7-(4-azaspiro[2.5]octan-7-yl)-2-(2-chloroimidazo[1,2-b]pyridazin-6-yl)pyrido[1,2-a]pyrimidin-4-one C1CC12NCC[C@H](C2)C=2C=CC=1N(C(C=C(N1)C=1C=CC=3N(N1)C=C(N3)Cl)=O)C2 |r|